OC1C(CCCC1)CCC 4-hydroxy-(3-cyclohexyl)propane